5-fluoro-1-[(2-fluorophenyl)methyl]-1H-pyrazolo[3,4-b]pyridine-3-carboximidamide formate C(=O)O.FC=1C=C2C(=NC1)N(N=C2C(N)=N)CC2=C(C=CC=C2)F